FC=1C=C(C=NC1)C(CCC(=O)O)=O 4-(5-fluoropyridin-3-yl)-4-oxobutanoic acid